4H-1,2,4-triazole-3-carboxylate N=1N=C(NC1)C(=O)[O-]